S1C(=NC2=C1C=CC=C2)NC2=C(C=C(N=N2)N(C)C=2SC(=C(N2)C(=O)O)N2CCC(CC2)OC2=CC=CC=C2)C ({6-[(1,3-benzothiazol-2-yl)amino]-5-methylpyridazin-3-yl}(methyl)amino)-5-(4-phenoxypiperidin-1-yl)-1,3-thiazole-4-carboxylic acid